NC1=NN=C(O1)[C@H]1[C@H]([C@@]2([C@@](OC3=C2C(=CC(=C3)OC)OC)([C@@H]1C1=CC=CC=C1)C1=CC=C(C=C1)OC)O)O (1R,2R,3S,3aR,8bS)-2-(5-amino-1,3,4-oxadiazol-2-yl)-6,8-dimethoxy-3a-(4-methoxyphenyl)-3-phenyl-2,3,3a,8b-tetrahydro-1H-cyclopenta[b]benzofuran-1,8b-diol